N(=[N+]=[N-])C[C@@H]1[C@@H](C([C@H]2OC(OC[C@H]2O1)(C)C)N1N=NC(=C1)C1=C(C(=C(C=C1)F)F)F)OC 1-((4aR,6R,7R,8aR)-6-(azidomethyl)-7-methoxy-2,2-dimethylhexahydropyrano[3,2-d][1,3]dioxin-8-yl)-4-(2,3,4-trifluorophenyl)-1H-1,2,3-triazole